2-oxo-4-(piperazin-1-ylmethyl)-2H-benzopyran-7-yl dimethylcarbamate CN(C(OC1=CC2=C(C(=CC(O2)=O)CN2CCNCC2)C=C1)=O)C